C(CCCCCCCC)OC1=CC=CC=C1 n-nonylphenyl ether